BrC=1N=C(SC1C)C=1C(=C(C(=O)N)C=CC1)C (4-bromo-5-methylthiazol-2-yl)-2-methylbenzamide